COCCOCCOCCNC 2,5,8-trioxa-11-azadodecane